Methylpropyl-silanediyl(3-(6-(tert-butoxy)hexyl)-4-(4-(tert-butyl)phenyl)-2-methyl-1H-inden-1-yl)(4-(4-(tert-butyl)phenyl)-2-isopropyl-1H-inden-1-yl)Zirconium dichloride [Cl-].[Cl-].C[Si](=[Zr+2](C1C(=CC2=C(C=CC=C12)C1=CC=C(C=C1)C(C)(C)C)C(C)C)C1C(=C(C2=C(C=CC=C12)C1=CC=C(C=C1)C(C)(C)C)CCCCCCOC(C)(C)C)C)CCC